(2s,4s)-8-isopropyl-N-methyl-6,9-dioxo-5-(4-(trifluoromethyl)benzyl)-5,8-diazaspiro[3.5]nonane-2-carboxamide C(C)(C)N1CC(N(C2(CC(C2)C(=O)NC)C1=O)CC1=CC=C(C=C1)C(F)(F)F)=O